2-bromo-N-(2,2-difluoroethyl)pyridin-4-amine BrC1=NC=CC(=C1)NCC(F)F